2-phenyl-N-[5-[2-[2-[5-[(2-phenylacetyl)amino]-1,3,4-thiadiazol-2-yl]ethylsulfanyl]ethyl]-1,3,4-thiadiazol-2-yl]acetamide C1(=CC=CC=C1)CC(=O)NC=1SC(=NN1)CCSCCC=1SC(=NN1)NC(CC1=CC=CC=C1)=O